C1(CC1)C1=CC=NC=2N1N=C(C2I)S(=O)(=O)CC 7-cyclopropyl-2-(ethylsulfonyl)-3-iodopyrazolo[1,5-a]pyrimidine